2,2-bis(fluoromethyl)-1,3-dioxolane FCC1(OCCO1)CF